C1(CC1)N1N=CC(=C1)C1CN(CC(O1)C)C1=NC2=NC(=C(N=C2C(=N1)C12CC(C1)(C2)C(F)(F)F)C)C 2-(1-cyclopropyl-1H-pyrazol-4-yl)-4-(6,7-dimethyl-4-(3-(trifluoromethyl)bicyclo[1.1.1]pentan-1-yl)pteridin-2-yl)-6-methylmorpholine